3,3-Dimethyl-1,6-hexanediamine CC(CCN)(CCCN)C